(E)-N-benzyl-4-phenyl-2,2-difluoro-3-butenamide C(C1=CC=CC=C1)NC(C(\C=C\C1=CC=CC=C1)(F)F)=O